N1=C(C=CC=C1)C1(CC1)C=O 1-(2-pyridyl)cyclopropanecarboxaldehyde